COC1=CC2=C(C=C1C1=NN(C=C1)C)C1=NN(C(=C1O2)C(=O)OCC)C2=CSC=C2 ethyl 6-methoxy-7-(1-methylpyrazol-3-yl)-2-(3-thienyl)benzofuro[3,2-c]pyrazole-3-carboxylate